CC=1C(=C(C=CC1)C=1C(=CC2=CC=CC=C2C1)S(=O)C)F 3-(3-methyl-2-fluorophenyl)-2-methylsulfinylnaphthalene